BrC=1C=C(C=2N(C1)C=C(N2)C)C(=O)O 6-bromo-2-methylimidazo[1,2-a]pyridine-8-carboxylic acid